C1(=CC=CC=C1)[C@H]1CC[C@H](CC1)OC[C@@H]1N(CCC[C@@H]1C1=NNC=C1)C(=O)O[C@@H](C)CC (S)-sec-butyl (CIS)-2-((((CIS)-4-phenylcyclohexyl)oxy)methyl)-3-(1H-pyrazol-3-yl)piperidine-1-carboxylate